aminoethylhexyltrimethoxysilane NCCCO[Si](OC)(OC)CCCCCC